N-(4-((4-((2-(2-(2-(2-aminoethoxy)ethoxy)ethoxy)ethyl)carbamoyl)phenyl)carbamoyl)benzyl)-N-cyclopropyl-3-oxo-3,4-dihydro-2H-benzo[b][1,4]oxazine-7-carboxamide 2,2,2-trifluoroacetate FC(C(=O)O)(F)F.NCCOCCOCCOCCNC(=O)C1=CC=C(C=C1)NC(=O)C1=CC=C(CN(C(=O)C=2C=CC3=C(OCC(N3)=O)C2)C2CC2)C=C1